C(C1=CC=CC=C1)NNNCCCCCC Benzyl-Triazanonan